(S)-2-(2-(6-methylpyridin-2-yl)acetamido)-4-((2-phenoxyethyl)(4-(5,6,7,8-tetrahydro-1,8-naphthyridin-2-yl)butyl)amino)butanoic acid CC1=CC=CC(=N1)CC(=O)N[C@H](C(=O)O)CCN(CCCCC1=NC=2NCCCC2C=C1)CCOC1=CC=CC=C1